tert-butyl ((3-(4-(trifluoromethyl)phenyl)imidazo[1,5-a]pyridin-1-yl)methyl)carbamate FC(C1=CC=C(C=C1)C1=NC(=C2N1C=CC=C2)CNC(OC(C)(C)C)=O)(F)F